N1=C(C=CC=C1)C1=NC=CC=C1 [2,2]bipyridyl